[(1R)-3-[(1S)-2-[6-[5-[tert-butyl(dimethyl)silyl]oxy-1-tetrahydropyran-2-yl-indazol-3-yl]pyrazin-2-yl]oxy-1-methyl-ethoxy]-1-methyl-propyl]methanesulfonate [Si](C)(C)(C(C)(C)C)OC=1C=C2C(=NN(C2=CC1)C1OCCCC1)C1=CN=CC(=N1)OC[C@@H](OCC[C@@H](C)CS(=O)(=O)[O-])C